NC1=NN2C(N=C(C=C2)C=2C=C3CN(C(C3=C(C2)NS(=O)(=O)C)=O)[C@@H](C)C2CC2)=C1C(=O)NC1=CC=C(C=C1)CO 2-amino-5-{2-[(1S)-1-cyclopropylethyl]-7-methanesulfonamido-1-oxo-2,3-dihydro-1H-isoindol-5-yl}-N-[4-(hydroxymethyl)phenyl]pyrazolo[1,5-a]pyrimidine-3-carboxamide